COC=1C=C(C=CC1)C1=NN(C=C1)C1=NC(=NC(=C1)N1CCNCC1)OCC(CO)O 3-((4-(3-(3-methoxyphenyl)-1H-pyrazol-1-yl)-6-(piperazin-1-yl)pyrimidin-2-yl)oxy)propane-1,2-diol